methylene-bis-(2,6-di-tertiary butylphenol) C(C=1C(=C(C(=CC1)C(C)(C)C)O)C(C)(C)C)C=1C(=C(C(=CC1)C(C)(C)C)O)C(C)(C)C